C(C)OC(C=C)=O.FN fluoroamine ethyl-acrylate